C1=NC=CC2=CC(=CC=C12)NC(NC1=NC(=CC(=N1)NCCC(=O)NC)C)=O 3-((2-(3-(isoquinolin-6-yl)ureido)-6-methylpyrimidin-4-yl)amino)-N-methylpropanamide